(5-(4-Chlorophenyl)-3-(1-methyl-1H-pyrazol-4-yl)pyrazin-2-yl)methanamine ClC1=CC=C(C=C1)C=1N=C(C(=NC1)CN)C=1C=NN(C1)C